S1C=NC2=C1C=C(C=C2)\C=C\2/N=C(NC2=O)NC=2C=NC(=NC2)N2CCN(CC2)C (4Z)-4-(1,3-Benzothiazol-6-ylmethylene)-2-[[2-(4-methylpiperazin-1-yl)pyrimidin-5-yl]amino]-1H-imidazol-5-one